N1N=CC(=C1)C1=CC=C(C=C1)NC1=NC(=NC=C1)C1=CC=C2C=C(NC2=C1)C(=O)N1CC(C1)S(=O)(=O)C (6-(4-((4-(1H-pyrazol-4-yl)phenyl)amino)pyrimidin-2-yl)-1H-indol-2-yl)(3-(methylsulfonyl)azetidin-1-yl)methanone